S1S[C@@H](CC1)CCCCC(=O)O.C(C)(C)(CC)[C@H]1CC[C@H](CC1)N(C(C1=CC(C(=O)N)=CC(=C1)NC(=O)[C@@H]1CC[C@@H](CC1)C(C)(C)C)=O)[C@@H]1CC[C@@H](CC1)C(C)(C)CC N,N-bis(cis-4-t-amyl-cyclohexyl)-5-(cis-4-t-butylcyclohexylcarbonylamino)isophthalamide 5-[(3R)-dithiolan-3-yl]pentanoate